4-(2-(2,6-Dioxopiperidin-3-yl)-1-oxoisoindolin-4-yl)but-3-yn-1-yl 4-bromobenzoate BrC1=CC=C(C(=O)OCCC#CC2=C3CN(C(C3=CC=C2)=O)C2C(NC(CC2)=O)=O)C=C1